4-Hydroxy-3-(6-(methyl(2,2,6,6-tetramethylpiperidin-4-yl)amino)pyridazin-3-yl)-N-((1-methyl-1H-pyrazol-4-yl)methyl)benzamide OC1=C(C=C(C(=O)NCC=2C=NN(C2)C)C=C1)C=1N=NC(=CC1)N(C1CC(NC(C1)(C)C)(C)C)C